ClC=1C=CC(=C2C=CC=NC12)OC1CCN(CC1)CC(=O)N1[C@@H](CCC1)C#N (2S)-1-[2-[4-[(8-chloro-5-quinolyl)oxy]-1-piperidyl]acetyl]pyrrolidine-2-carbonitrile